7-(5-chloro-2-(2-(5-cyano-6-(difluoromethyl)-8-fluoro-2-methyl-4-oxoquinazolin-3(4H)-yl)ethoxy)phenyl)thieno[3,2-b]pyridine-3-carboxylic acid ClC=1C=CC(=C(C1)C1=C2C(=NC=C1)C(=CS2)C(=O)O)OCCN2C(=NC1=C(C=C(C(=C1C2=O)C#N)C(F)F)F)C